ClC=1C=C2C(C(NC2=CC1)=O)(O)CC(=O)NC1(CCCCC1)C(=O)O 1-(2-(5-Chloro-3-hydroxy-2-oxoindolin-3-yl)acetamido)cyclohexane-1-carboxylic acid